{4-[4-(6-aminopyridin-3-yl)piperazin-1-yl]-3-methyl-2-oxo-1,3-benzodiazol-1-yl}piperidine-2,6-dione NC1=CC=C(C=N1)N1CCN(CC1)C1=CC=CC=2N(C(N(C21)C)=O)N2C(CCCC2=O)=O